FC1=CC=C(C=C1)C=1N=C(NC1)C(F)(F)F 4-(4-fluorophenyl)-2-(trifluoromethyl)-1H-imidazole